N-(4-((3S,5R)-3-amino-5-methylpiperidin-1-yl)pyridin-3-yl)-2,2',6,6'-tetrafluoro-4'-((S)-3-methoxypyrrolidin-1-yl)-[1,1'-biphenyl]-3-carboxamide dihydrochloride Cl.Cl.N[C@@H]1CN(C[C@@H](C1)C)C1=C(C=NC=C1)NC(=O)C=1C(=C(C(=CC1)F)C1=C(C=C(C=C1F)N1C[C@H](CC1)OC)F)F